5-chloro-2-[6-[(2S)-2-[dideuterio(hydroxy)methyl]morpholin-4-yl]pyridazin-3-yl]-3-methylphenol ClC=1C=C(C(=C(C1)O)C=1N=NC(=CC1)N1C[C@H](OCC1)C(O)([2H])[2H])C